C(CC)(=O)OC(CN1CCC(CC1)NC1=C2C=C(N(C2=CC=C1)CC(F)(F)F)I)C [2-[4-[[2-iodo-1-(2,2,2-trifluoroethyl)indol-4-yl]amino]-1-piperidyl]-1-methyl-ethyl] propanoate